ClC=1C(=NC(=NC1)NC1CCOCC1)C1=CC=C2CN(C(C2=C1)=O)CC(=O)NCC1=CC=C(C=C1)OCCC 2-(6-{5-chloro-2-[(oxacyclohex-4-yl)amino]pyrimidin-4-yl}-1-oxo-2,3-dihydro-1H-isoindol-2-yl)-N-[(4-propoxyphenyl)methyl]acetamide